Cl.N1CCC(CC1)C1=NC=2C=CC=C(C2C=C1)N (piperidin-4-yl)quinolin-5-amine hydrochloride